1-(6,7-dihydro-5H-benzo[6,7]cyclohepta[1,2-c]pyridazin-3-yl)-N3-(4-((2-(pyrrolidin-1-yl)ethyl)aminocarbonyl)phenyl)-1H-1,2,4-triazole-3,5-diamine N1=NC(=CC2=C1C1=C(CCC2)C=CC=C1)N1N=C(N=C1N)NC1=CC=C(C=C1)C(=O)NCCN1CCCC1